FC(C)(F)C=1C=C(C(=NC1)C(=O)O)S(=O)(=O)CC 5-(1,1-difluoroethyl)-3-ethylsulfonyl-pyridine-2-carboxylic acid